1-(tetrahydro-2H-pyran-4-yl)-2-((6-(trifluoromethoxy)benzo[d]oxazol-2-yl)amino)-1H-benzo[d]imidazole-5-carboxylic acid ethyl ester C(C)OC(=O)C1=CC2=C(N(C(=N2)NC=2OC3=C(N2)C=CC(=C3)OC(F)(F)F)C3CCOCC3)C=C1